[5-(2-ethoxy-vinyl)-4,6-dimethoxy-pyrimidin-2-yl]-bis-(4-methoxy-benzyl)-amine C(C)OC=CC=1C(=NC(=NC1OC)N(CC1=CC=C(C=C1)OC)CC1=CC=C(C=C1)OC)OC